N-cyclopropyl-2-[(5,6-diphenyl-1,2,4-triazin-3-yl)oxy]acetamide C1(CC1)NC(COC=1N=NC(=C(N1)C1=CC=CC=C1)C1=CC=CC=C1)=O